FC=CP(OCC1CCCCC1)([O-])=O cyclohexylmethyl (2-fluorovinyl)phosphonate